4-methyl-2-(1H-pyrrolo[2,3-b]pyridin-5-yl)-1H-benzo[d]imidazole CC1=CC=CC=2NC(=NC21)C=2C=C1C(=NC2)NC=C1